COC=1C=C2C=C(C(C2=CC1OC)=O)CC1CCNCC1 5,6-dimethoxy-2-(4-piperidylmethyl)-1-indenone